methyl 4-[(5-methyl-3-nitropyridin-2-yl)oxy]benzoate CC=1C=C(C(=NC1)OC1=CC=C(C(=O)OC)C=C1)[N+](=O)[O-]